ClC1=C(C=CC=C1Cl)SC=1C=2N(C(=NC1)N1CC3C(C1)CC(C3)CN)C=CN2 (2-(8-((2,3-dichlorophenyl)thio)imidazo[1,2-c]pyrimidin-5-yl)octahydrocyclopenta[c]pyrrol-5-yl)methanamine